6-Cyclopropyl-9-β-D-ribofuranosyl-7-deazapurine C1(CC1)C1=C2C=CN(C2=NC=N1)[C@H]1[C@H](O)[C@H](O)[C@H](O1)CO